N-(4-chlorophenyl)-2-((4-(8-methoxy-2-methyl-4-oxoquinazolin-3(4H)-yl)phenyl)thio)acetamide ClC1=CC=C(C=C1)NC(CSC1=CC=C(C=C1)N1C(=NC2=C(C=CC=C2C1=O)OC)C)=O